NC1CN(CC1)CC(=O)NC1=C(C=C(C=C1)NC=1C=2N(C=CN1)C(=CN2)C2=CC=C(C=C2)OC(F)F)C 2-(3-Aminopyrrolidin-1-yl)-N-(4-((3-(4-(difluoromethoxy)phenyl)imidazo[1,2-a]pyrazin-8-yl)amino)-2-methylphenyl)acetamide